5-((R)-5-methyl-piperidin-3-yl)-8-trifluoromethoxy-quinoline CC1C[C@@H](CNC1)C1=C2C=CC=NC2=C(C=C1)OC(F)(F)F